1-cyclobutyl-N-(2-(2,6-dioxopiperidin-3-yl)-1-oxoisoindolin-5-yl)-3-methyl-1H-pyrrolo[2,3-b]pyridine-5-carboxamide C1(CCC1)N1C=C(C=2C1=NC=C(C2)C(=O)NC=2C=C1CN(C(C1=CC2)=O)C2C(NC(CC2)=O)=O)C